tert-butyl (benzo[d]oxazol-5-ylmethyl)(methyl)carbamate O1C=NC2=C1C=CC(=C2)CN(C(OC(C)(C)C)=O)C